FC(CS(=O)(=O)NC1=NC=CC(=N1)C(C(=O)NC1=NC=C(C=C1)C1=NC(=CN=C1)OCC)(CC)F)F 2-(2-((2,2-difluoroethyl)sulfonamido)pyrimidin-4-yl)-N-(5-(6-ethoxypyrazin-2-yl)pyridin-2-yl)-2-fluorobutanamide